FC(C=1C=C(C2=C(C=CC=C2C1)C#C[Si](C(C)C)(C(C)C)C(C)C)O)F 3-(difluoromethyl)-8-(2-triisopropylsilylethynyl)naphthalene-1-ol